O=S1(CCCC2=C(C=CC(=C12)C(F)(F)F)C1=C(C(N(N=C1)C)=O)OC)=O 5-(1,1-Dioxido-8-(trifluoromethyl)thiochroman-5-yl)-4-methoxy-2-methylpyridazin-3(2H)-one